CN1C(=NN=C1)CC1(COC1)C=1C=C(C=CC1)C1=NC2=C(N1)C(=CC(=C2)OCCN2CCCC2)C(F)(F)F 2-(3-(3-((4-Methyl-4H-1,2,4-triazol-3-yl)methyl)oxetan-3-yl)phenyl)-5-(2-(pyrrolidin-1-yl)ethoxy)-7-(trifluoromethyl)-1H-benzo[d]imidazole